(E)-2-(6-(difluoromethoxy)pyridin-3-yl)-N'-((2-fluoro-5-methoxypyridin-3-yl)methylene)pyrimidine-4-carbohydrazide FC(OC1=CC=C(C=N1)C1=NC=CC(=N1)C(=O)N/N=C/C=1C(=NC=C(C1)OC)F)F